[N+](=O)([O-])C=1C(=C2C(=NC1)N(C=C2)S(=O)(=O)C2=CC=CC=C2)NC2(COCCC2)C(=O)[O-] 3-((5-nitro-1-(benzenesulfonyl)-1H-pyrrolo[2,3-b]pyridin-4-yl)amino)tetrahydro-2H-pyran-3-carboxylate